NC1=CC(=C(C=C1)C(=O)N1CCS(CC1)(=O)=O)N1CCCCC1 (4-amino-2-piperidin-1-ylphenyl)-(1,1-dioxo-1,4-thiazinan-4-yl)methanone